FC1=C(C(=CC=C1C=1C=NN(C1)C)O)N1CC(NS1(=O)=O)=O 5-(2-fluoro-6-hydroxy-3-(1-methyl-1H-pyrazol-4-yl)phenyl)-1,2,5-thiadiazolidin-3-one 1,1-dioxide